CP(=O)(C)C1CNCC(C1)C=1C=NNC1 3-dimethylphosphoryl-5-(1H-pyrazol-4-yl)piperidine